2-(4-(2-(tert-butyldimethylsilyloxy)ethoxy)-3,5-dimethylphenyl)-7-methoxyquinazolin-4(3H)-one [Si](C)(C)(C(C)(C)C)OCCOC1=C(C=C(C=C1C)C1=NC2=CC(=CC=C2C(N1)=O)OC)C